1-[2-hydroxy-4-(tetrahydropyran-2-yloxy)phenyl]-2-(3-methoxyphenyl)ethanone OC1=C(C=CC(=C1)OC1OCCCC1)C(CC1=CC(=CC=C1)OC)=O